(S)-7-(4-(3-aminopiperidin-1-yl)-6-((2-(2-fluoro-6-methoxyphenyl)pyrimidin-4-yl)amino)pyridin-3-yl)-4-methyl-2H-benzo[b][1,4]oxazin-3(4H)-one N[C@@H]1CN(CCC1)C1=C(C=NC(=C1)NC1=NC(=NC=C1)C1=C(C=CC=C1OC)F)C=1C=CC2=C(OCC(N2C)=O)C1